N1C(=O)NC(=O)C(F)=C1 Syn-Fluorouracil